ClC=1C(=C(C=CC1F)[C@H](NC(=O)N1[C@@H](C(NCC1)=O)C)[C@@H]1COC2=CC=CC=C2C1)F |o1:8,20| (R)-N-((R or S)-(3-chloro-2,4-difluorophenyl)((R or S)-chroman-3-yl)methyl)-2-methyl-3-oxopiperazine-1-carboxamide